OC=1C=C2C(C=C(OC2=CC1)C(=O)OCC)=O ethyl 6-hydroxy-4-oxo-4H-chromene-2-carboxylate